S[Co]=O sulfhydryl-cobalt oxide